C(C)(C)(C)OC(N(C)CCOC1=CC=C2C(=CC=NC2=C1)OC1=C(C=C(C=C1F)NC(=O)C=1C=NC(=CC1OC1CC1)C)F)=O.C(CC=O)=O 1,3-propanedialdehyde tert-butyl-N-[2-({4-[4-(4-cyclopropoxy-6-methylpyridine-3-amido)-2,6-difluorophenoxy]quinolin-7-yl}oxy)ethyl]-N-methyl-carbamate